N1(CCOCC1)C1CCNCC1 4-morpholin-4-ylpiperidine